1,1,1,3,3,3-hexafluoro-propan-2-yl (±)-1-(thiazol-2-ylcarbamoyl)-6-azaspiro-[2.5]octane-6-carboxylate S1C(=NC=C1)NC(=O)[C@@H]1CC12CCN(CC2)C(=O)OC(C(F)(F)F)C(F)(F)F |r|